NN1C(C2(CC1)CCOCC2)=O 2-amino-8-oxa-2-azaspiro[4.5]decan-1-one